5-Chloro-N1-cyclopropylbenzene-1,2-diamine ClC1=CC=C(C(=C1)NC1CC1)N